FC1(C(C1)C1=C(C=C(C=N1)C(=O)NCC1=C2C(=CN=C1)OCC2)F)F 6-(2,2-difluorocyclopropyl)-N-[(2,3-dihydrofuro[2,3-c]pyridin-4-yl)methyl]-5-fluoropyridine-3-carboxamide